(R)-N-((R)-1-(benzofuran-5-yl)butan-2-yl)-N,2-dimethylpropane-2-sulfinamide O1C=CC2=C1C=CC(=C2)C[C@@H](CC)N([S@](=O)C(C)(C)C)C